[N+](=O)(O)[O-].N1=NC(N=C1)=N 1,2,4-triazole-3-imine nitrate